N1N=NC(=C1)C1=NC2=C([SiH2]C3=C2C=CC=C3)C=C1 triazolyl-Azadibenzosilol